(R)-tert-butyl 4-(1-(4-(2-methylbenzamido)-3-(trifluoromethyl)phenylsulfonamido)ethyl)piperidine-1-carboxylate CC1=C(C(=O)NC2=C(C=C(C=C2)S(=O)(=O)N[C@H](C)C2CCN(CC2)C(=O)OC(C)(C)C)C(F)(F)F)C=CC=C1